COC1=C(C=CC=C1)NC1=CC(=NC(=N1)C(NC1=CC=CC=C1)=O)NC(OC(C)(C)C)=O Tert-butyl (6-((2-methoxyphenyl)amino)-2-(phenylcarbamoyl)pyrimidin-4-yl)carbamate